methyl 6-bromoimidazo[1,2-a]pyrazine-8-carboxylate BrC=1N=C(C=2N(C1)C=CN2)C(=O)OC